ClC1=CC=C2C(=CN(C2=C1Cl)C=1N=NN(C1)CCCO)C=1C=NNC1 3-[4-[6,7-dichloro-3-(1H-pyrazol-4-yl)indol-1-yl]triazol-1-yl]propan-1-ol